1-oxo-3H-isoindole O=C1NCC2=CC=CC=C12